tert-butyl (N-((1-(5-methoxy-4-oxo-3,4-dihydropyrido[3,4-d]pyridazin-7-yl)piperidin-4-yl)methyl)sulfamoyl)carbamate COC1=NC(=CC2=C1C(NN=C2)=O)N2CCC(CC2)CNS(=O)(=O)NC(OC(C)(C)C)=O